cis-8-dimethylamino-8-phenyl-3-(pyridin-4-yl-methyl)-1,3-diazaspiro[4.5]decan-2-one CN(C1(CCC2(CN(C(N2)=O)CC2=CC=NC=C2)CC1)C1=CC=CC=C1)C